ClC1=C(C=CC(=C1)C)C1(OC2=C(O1)C=CC=C2C=2CCN(CC2)C(=O)OC(C)(C)C)C tert-butyl 4-(2-(2-chloro-4-methylphenyl)-2-methylbenzo[d][1,3]dioxol-4-yl)-3,6-dihydropyridine-1(2H)-carboxylate